methyl (R)-3-((5-(1-amino-8-azaspiro[4.5]decan-8-yl)-[1,2,4]tri-azolo[4,3-c]pyrimidin-8-yl)thio)propionate N[C@@H]1CCCC12CCN(CC2)C2=NC=C(C=1N2C=NN1)SCCC(=O)OC